NC1=C(C=2C(=NC=CN2)N1C1=C(C(=CC=C1C)O)C)C(=O)C1=CC2=C(N1)C=CS2 (S)-(6-amino-5-(3-hydroxy-2,6-dimethylphenyl)-5H-pyrrolo[2,3-b]pyrazin-7-yl)(4H-thieno[3,2-b]pyrrol-5-yl)methanone